2-oxo-2-(4-(trifluoromethoxy)phenyl)acetic acid O=C(C(=O)O)C1=CC=C(C=C1)OC(F)(F)F